C(C1=CC=CC=C1)C1CNC(N(C1)C1(CC2=CC=C(C=C2C1)NC([C@H](C1CCCCC1)NC(=O)C1=CC=NN1C)=O)C(NC)=O)=O N-((1S)-2-((2-(5-benzyl-2-oxotetrahydropyrimidin-1(2H)-yl)-2-(methylcarbamoyl)-2,3-dihydro-1H-inden-5-yl)amino)-1-cyclohexyl-2-oxoethyl)-1-methyl-1H-pyrazole-5-carboxamide